O=C1NC(CCC1NS(=O)(=O)N1CCC(CC1)NC1=NC=C(C(=N1)C=1C=NN(C1)CC(F)(F)F)C(F)(F)F)=O N-(2,6-dioxopiperidin-3-yl)-4-((4-(1-(2,2,2-trifluoroethyl)-1H-pyrazol-4-yl)-5-(trifluoromethyl)pyrimidin-2-yl)amino)piperidine-1-sulfonamide